(1S,3S)-3-((6-(5-((((2-Cyclopropylethyl)(methyl)carbamoyl)oxy)methyl)-1-methyl-1H-pyrazol-4-yl)-2-methylpyridin-3-yl)oxy)cyclohexan C1(CC1)CCN(C(=O)OCC1=C(C=NN1C)C1=CC=C(C(=N1)C)OC1CCCCC1)C